cyclopenta[4,5]furo[2,3-c]pyridine-5-carbonitrile C=1NC=CC=2C1OC=1C2C(=CC1)C#N